3-Methyl-5-[(2S)-1-methylpyrrolidin-2-yl]-1,2-oxazol CC1=NOC(=C1)[C@H]1N(CCC1)C